OC(\C=C/C\C=C/C\C=C/C\C=C/CCCC(=O)O)CCCC (5Z,8Z,11Z,14Z)-16-hydroxyicosa-5,8,11,14-tetraenoic acid